ClC=1C=C(C(=NC1)OC)S(=O)(=O)NC1=C(C(=C(C=C1)F)C1=CC2=C(N=C(N=C2)S(=O)C)N2C1=NN=C2)F 5-chloro-N-(2,4-difluoro-3-(2-(methylsulfinyl)-[1,2,4]triazolo[4',3':1,6]pyrido[2,3-d]pyrimidin-6-yl)phenyl)-2-methoxypyridine-3-sulfonamide